tert-butyl 1-(2-fluorovinyl)-3,8-diazabicyclo[3.2.1]octan-8-carboxylate FC=CC12CNCC(CC1)N2C(=O)OC(C)(C)C